ethyl 2-[5-[2-[2-(2-benzyloxyethoxy)ethoxy]ethyl-tert-butoxycarbonyl-amino]-2-oxo-1-pyridyl]acetate C(C1=CC=CC=C1)OCCOCCOCCN(C=1C=CC(N(C1)CC(=O)OCC)=O)C(=O)OC(C)(C)C